tert-butyl 4-(4-bromobenzyl)-1,4-diazacycloheptane-1-carboxylate BrC1=CC=C(CN2CCN(CCC2)C(=O)OC(C)(C)C)C=C1